FC(OC1=CC=CC=2C(N([C@H]3C=4N([C@@H](C21)C3)C3=C(N4)C=CC(=C3)C#CCCNC(C(C)(C)C)=O)C([2H])([2H])[2H])=O)F N-(4-((7R,14R)-1-(difluoromethoxy)-6-(methyl-d3)-5-oxo-5,6,7,14-tetrahydro-7,14-methanobenzo[f]benzo[4,5]imidazo[1,2-a][1,4]diazocin-11-yl)but-3-yn-1-yl)pivalamide